C(C1=CC=CC=C1)OC1=C(C=C2CC(N3C(C2=C1)=CC(C(=C3)C(=O)OCC)=O)C(C)C)OCCCOC Ethyl 10-(benzyloxy)-6-isopropyl-9-(3-methoxypropoxy)-2-oxo-6,7-dihydro-2H-pyrido[2,1-a]isoquinoline-3-carboxylate